5-methyl-2-nitrophenyl isocyanate CC=1C=CC(=C(C1)N=C=O)[N+](=O)[O-]